OCCCCOC1=C(C=CC=C1)\C=C\C(=O)C1=CC=CC=C1 (4-hydroxybutyloxy)chalcone